methyl isoindoline-1-carboxylate hydrochloride Cl.C1(NCC2=CC=CC=C12)C(=O)OC